FC1=CC=C(C=C1)C#CC1=C(C=CC(=C1)NC(=O)OC1=CC=CC=C1)N1CCN(CC1)C(=O)OC(C)(C)C tert-butyl 4-(2-((4-fluorophenyl)ethynyl)-4-((phenoxycarbonyl)amino)phenyl)piperazine-1-carboxylate